The molecule is a long-chain fatty acid anion and the conjugate base of crepenynic acid, arising from deprotonation of the carboxylic acid group. It is a long-chain fatty acid anion, a straight-chain fatty acid anion and an unsaturated fatty acid anion. It is a conjugate base of a (9Z)-octadec-9-en-12-ynoic acid. CCCCCC#CC/C=C\\CCCCCCCC(=O)[O-]